C(C=C)(=O)N1C(OC[C@H]1CC1=CC=CC=C1)=O (R)-3-acryloyl-4-benzyloxazolidin-2-one